CC1=NC(=CC(=C1)[C@H](C1=CC=C(C(=O)N)C=C1)OC1=C(C=C2C(CCOC2=C1C)=O)F)C (S)-4-((2,6-dimethylpyridin-4-yl)((6-fluoro-8-methyl-4-oxochroman-7-yl)oxy)methyl)benzamide